S1(C2=C(C=C1)C=C(C=C2)C(=O)N)(=O)=O benzo[b]thiophene-5-carboxamide 1,1-dioxide